C(C)(=O)O[C@@H]1CC2=CC[C@H]3[C@H]4[C@](CC[C@@H]3[C@]2(CC1)C)([C@H](CC4)[C@H](C)\C=C\C(C(C)C)CC)C (1R,3aS,3bS,7S,9aR,9bS,11aR)-1-[(2R,3E)-5-Ethyl-6-methylhept-3-en-2-yl]-9a,11a-dimethyl-2,3,3a,3b,4,6,7,8,9,9a,9b,10,11,11a-tetradecahydro-1H-cyclopenta[1,2-i]phenanthren-7-yl acetate